Tert-butyl 2-(4-(5-(difluoromethyl)-1,3,4-oxadiazole-2-yl)-2-oxopyridine-1(2H)-yl)acetate FC(C1=NN=C(O1)C1=CC(N(C=C1)CC(=O)OC(C)(C)C)=O)F